N=1N=CN2C1C=CC(=C2)C=O ([1,2,4]triazolo[4,3-a]pyridin-6-yl)methanone